(S)- and (R)-3-(2-((2,4-dichlorophenethyl)amino)-2-phenylacetyl)-N,N-dimethyl-1H-indole-6-carboxamide ClC1=C(CCN[C@H](C(=O)C2=CNC3=CC(=CC=C23)C(=O)N(C)C)C2=CC=CC=C2)C=CC(=C1)Cl |r|